(R)-ethyl-benzylamine C(C)NCC1=CC=CC=C1